C(C)(C)C1=C(C(=CC=C1)C(C)C)N=C(C)C(C)=NC1=C(C=CC=C1C(C)C)C(C)C 2,3-bis(2,6-diisopropylphenylimino)butane